C(C1=CC=CC=C1)SC1=CC(=NC=C1)F 4-(benzylthio)-2-fluoropyridine